O=C1NC(CCC1N1C(C2=CC=CC(=C2C1=O)N1CC2(C1)CNC2)=O)=O 2-(2,6-dioxopiperidin-3-yl)-4-(2,6-diazaspiro[3.3]heptane-2-yl)isoindoline-1,3-dione